N-(4-(Chlorodifluoromethoxy)phenyl)-6-(4-(((2-(2,6-dioxopiperidin-3-yl)-6-fluoro-1-Oxoisoindolin-5-yl)methyl)(methyl)amino)piperidin-1-yl)-5-(1H-pyrazol-5-yl)nicotinamide ClC(OC1=CC=C(C=C1)NC(C1=CN=C(C(=C1)C1=CC=NN1)N1CCC(CC1)N(C)CC=1C=C2CN(C(C2=CC1F)=O)C1C(NC(CC1)=O)=O)=O)(F)F